5-propoxybenzaldehyde C(CC)OC=1C=CC=C(C=O)C1